ClC1=C(COC=2C=CC3=C(C(=C(O3)C)C(=O)O)C2)C=CC(=C1)F 5-((2-chloro-4-fluorobenzyl)oxy)-2-methylbenzofuran-3-carboxylic acid